ClC1=CC=CC=2C(CC3=C(NC21)C=CC=C3)=O 6-chloro-5,11-dihydro-10H-dibenzo[b,f]azepin-10-one